1-(2,5-dioxo-3,4-bis(phenylthio)-2,5-dihydro-1H-pyrrol-1-yl)-9,12-dioxo-3,6-dioxa-10,13-diazahexadecan-16-oic acid O=C1N(C(C(=C1SC1=CC=CC=C1)SC1=CC=CC=C1)=O)CCOCCOCCC(NCC(NCCC(=O)O)=O)=O